methyl diethyl phosphate acrylate C(C=C)(=O)O.P(=O)(OC)(OCC)OCC